NCC(C)(O)C1=NC(=CC(=C1)C(C(=O)N)(C)C)C1=CC=C(C=C1)F 2-(2-(1-amino-2-hydroxypropan-2-yl)-6-(4-fluorophenyl)pyridin-4-yl)-2-methylpropanamide